Cl.FC1CNCCC1OC 3-fluoro-4-methoxypiperidine hydrochloride